methyl-5-norbornene-2,3-dicarboxylic anhydride CC12CC(C=C1)C3C2C(=O)OC3=O